FC1=C(C=C(C(=C1)F)C1=C(C=CC=C1)OCCO)NS(=O)(=O)C=1C=C(C=NC1OC)C(=O)OC methyl 5-[[2,4-difluoro-5-[2-(2-hydroxyethoxy)phenyl]phenyl]sulfamoyl]-6-methoxy-pyridine-3-carboxylate